CNC1=NC=CC=C1CN1CC(OCC1)C1=NC=C(C=C1)CC1=CC(=CC=C1)C(F)(F)F N-methyl-3-((2-(5-(3-(trifluoromethyl)benzyl)pyridin-2-yl)morpholino)methyl)pyridin-2-amine